F[B-](F)(F)F.F[B-](F)(F)F.ClC[N+]12CC[N+](CC1)(CC2)F 1-chloromethyl-4-fluoro-1,4-diazoniabicyclo[2.2.2]octane bis-(tetrafluoroborate)